FC1(CNCCC1C1CCN(CC1)C1=C(C=C(NC2C(NC(CC2)=O)=O)C=C1)F)F 3-[4-[4-(3,3-difluoro-4-piperidyl)-1-piperidyl]-3-fluoro-anilino]piperidine-2,6-dione